3-Amino-6-(3,3-difluoropyrrolidin-1-yl)-4-(7-fluoro-1H-indazol-4-yl)-1H-1,7-phenanthrolin-2-one NC=1C(NC2=C3C=CC=NC3=C(C=C2C1C1=C2C=NNC2=C(C=C1)F)N1CC(CC1)(F)F)=O